3-(3-(4-acryloylmorpholin-3-yl)-5-chlorophenyl)-1-methylpyridin-2(1H)-one C(C=C)(=O)N1C(COCC1)C=1C=C(C=C(C1)Cl)C=1C(N(C=CC1)C)=O